(S)-4-amino-N-(6-((3-hydroxyoxetan-3-yl)ethynyl)-2,3-dihydrobenzofuran-3-yl)-N-methylimidazo[1,5-a]quinoxaline-8-carboxamide NC=1C=2N(C3=CC(=CC=C3N1)C(=O)N(C)[C@@H]1COC3=C1C=CC(=C3)C#CC3(COC3)O)C=NC2